O[C@@H]1[C@@H](COC1)N(CCCCCCCC(=O)N(CCCCCCCCCC)CCCCCCCCCC)CCCCCCCC(=O)N(CCCCCCCCCC)CCCCCCCCCC 8,8'-(((3r,4r)-4-hydroxytetrahydrofuran-3-yl)azanediyl)bis(N,N-didecyloctanamide)